C(CCCCCCCCCCC)NC(\C=C/C(=O)O)=O N-laurylmaleamic acid